4-methyl-N-(1-phenylindol-2-ylidene)benzenesulfonamide CC1=CC=C(C=C1)S(=O)(=O)N=C1N(C2=CC=CC=C2C1)C1=CC=CC=C1